2-(2-(4-(methylsulfonyl)phenoxy)ethoxy)ethane-1-ol CS(=O)(=O)C1=CC=C(OCCOCCO)C=C1